p-((6-chlorohexyl)sulfonamido)-L-phenylalanine ClCCCCCCS(=O)(=O)NC1=CC=C(C[C@H](N)C(=O)O)C=C1